(S)-2-(8-fluoro-1,3,4,5-tetrahydrobenzo[c]oxepin-1-yl)pyrrolidine FC=1C=CC2=C(C(OCCC2)[C@H]2NCCC2)C1